C1=CC(=CC=C1N=NC2=CC(=C(C=C2)N=NC3=C4C=CC(=CC4=CC(=C3O)S(=O)(=O)O)S(=O)(=O)O)S(=O)(=O)O)S(=O)(=O)O The molecule is an arenesulfonic acid that is 3-hydroxynaphthalene-2,7-disulfonic acid carrying a {2-sulfo-4-[(4-sulfophenyl)diazenyl]phenyl}diazenyl group at position 4. The tetrasodium salt is the biological stain 'Ponceau S'. It has a role as a histological dye and a fluorochrome. It is an arenesulfonic acid, a member of azobenzenes, a bis(azo) compound and a member of naphthols. It is a conjugate acid of a Ponceau S(4-).